O1C(=CC=C1)C(/C=C/C1=CC=C(N1C)/C=C/C(=O)OC)=O methyl (E)-3-(5-((E)-3-(furan-2-yl)-3-oxoprop-1-en-1-yl)-1-methyl-1H-pyrrol-2-yl)acrylate